C(C1=CC=CC=C1)N1CC=2C(N(C=3N=CC=CC3C2CC1)CC1=CC(=CC=C1)Br)=O 3-benzyl-6-(3-bromobenzyl)-2,3,4,6-tetrahydropyrido[3,4-c][1,8]naphthyridine-5(1H)-one